9-fluoro-4-propyl-1-thioxo-2,4-dihydro-[1,2,4]triazolo[4,3-a]quinazolin-5(1H)-one FC=1C=CC=C2C(N(C=3N(C12)C(NN3)=S)CCC)=O